3-(4-aminocyclohexyl)-1-sulfamoyl-pyrrole-2-carboxylic acid, hydrochloride Cl.NC1CCC(CC1)C1=C(N(C=C1)S(N)(=O)=O)C(=O)O